6-((1R,3s,5S,6r)-6-(3-(4,4-Difluorocyclohexyl)-1-isopropyl-1H-pyrazol-5-yl)bicyclo[3.1.0]hexan-3-yl)-2-thia-6-azaspiro[3.4]octane 2,2-dioxide FC1(CCC(CC1)C1=NN(C(=C1)C1[C@H]2CC(C[C@@H]12)N1CC2(CS(C2)(=O)=O)CC1)C(C)C)F